(4-((1-(2-chlorophenyl)-3-hydroxypropyl)amino)-6-(methylamino)-1,3,5-triazin-2-yl)-4-(4-fluorobenzoyl)-N-((5-oxopyrrolidin-3-yl)methyl)piperazine-2-carboxamide ClC1=C(C=CC=C1)C(CCO)NC1=NC(=NC(=N1)NC)N1C(CN(CC1)C(C1=CC=C(C=C1)F)=O)C(=O)NCC1CNC(C1)=O